N-tert-butoxycarbonyl-1,12-diaminododecane C(C)(C)(C)OC(=O)NCCCCCCCCCCCCN